tert-butyl (3S,5S)-3-[[4-[4-[[4-(1,1-dioxo-1,2-thiazolidin-2-yl)-1-naphthyl]oxy]-2-methyl-thiazol-5-yl]pyrimidin-2-yl]amino]-5-fluoro-piperidine-1-carboxylate O=S1(N(CCC1)C1=CC=C(C2=CC=CC=C12)OC=1N=C(SC1C1=NC(=NC=C1)N[C@@H]1CN(C[C@H](C1)F)C(=O)OC(C)(C)C)C)=O